CC1=C(C=CC(=C1)OC1=CC=CC=C1)N1C(NC2=C(SC=3N=CC=C1C32)C(=O)N3C[C@H](CC3)NC(C)=O)=O (S)-N-(1-(5-(2-Methyl-4-phenoxyphenyl)-4-oxo-4,5-dihydro-3H-1-thia-3,5,8-triazaacenaphthylene-2-carbonyl)pyrrolidin-3-yl)acetamide